7-(4-bromo-3-chloro-benzoyl)-3-oxo-N-[rac-(1R)-1-phenylethyl]-2,5,6,8-tetrahydroimidazo[1,5-a]pyrazine-1-carboxamide BrC1=C(C=C(C(=O)N2CC=3N(CC2)C(NC3C(=O)N[C@H](C)C3=CC=CC=C3)=O)C=C1)Cl |r|